[1,4]dioxine-6-carboxylate O1C=COC=C1C(=O)[O-]